C(C)(C)(C)OC(N(C1=C(C(=CC=C1F)N(CC#C)C(C1=C(C=CC(=C1)[N+](=O)[O-])Cl)=O)F)C(=O)OC(C)(C)C)=O N-tert-Butoxycarbonyl-N-[3-[(2-chloro-5-nitro-benzoyl)-prop-2-ynyl-amino]-2,6-difluoro-phenyl]carbamic acid tert-butyl ester